(2S)-4-[2-[1-(2,6-dioxo-3-piperidyl)-3-methyl-2-oxo-benzimidazol-5-yl]ethyl]piperazine O=C1NC(CCC1N1C(N(C2=C1C=CC(=C2)CCN2CCNCC2)C)=O)=O